2-(((S)-3-methyl-morpholino))-4,5-difluoro-8H-dibenzo[3,4:6,7]cyclohepta[1,2-b]thiophen-8-one C[C@H]1COCCN1C1=CC2=C(S1)C1=C(C(C3=C2C(=C(C=C3)F)F)=O)C=CC=C1